CC1=CC=C(C=C1)S(=O)(=O)OC(CC)C 3-butyl p-toluenesulfonate